5-(2-chloro-5-fluoropyridin-4-yl)-1-[[2-(trimethylsilyl)ethoxy]methyl]pyrazole-3-carboxylic acid ClC1=NC=C(C(=C1)C1=CC(=NN1COCC[Si](C)(C)C)C(=O)O)F